2,4-bis(4-biphenyl-yl)-6-[2-hydroxy-4-(2-ethyl-hexyl-oxy)phenyl]-s-triazine C1(=CC=C(C=C1)C1=NC(=NC(=N1)C1=CC=C(C=C1)C1=CC=CC=C1)C1=C(C=C(C=C1)OCC(CCCC)CC)O)C1=CC=CC=C1